octadecyl acrylate phosphate P(=O)(O)(O)O.C(C=C)(=O)OCCCCCCCCCCCCCCCCCC